COC(=O)C=1C=CC2=C(N(C(=N2)CCl)CC2(COC2)C)C1 2-(chloromethyl)-1-((3-methyloxetane-3-yl)methyl)-1H-benzo[d]imidazole-6-carboxylic acid methyl ester